O[C@@H](C(=O)O)C=1C=C(C=CC1)C1=CC(=CC=C1)OC(F)(F)F (R)-2-hydroxy-2-(3'-(trifluoromethoxy)-[1,1'-biphenyl]-3-yl)acetic acid